CN(CCCNC(C1=CC(=C(C=C1)N1C(SCC1=O)C1=CC=C(C=C1)F)C)=O)C N-[3-(Dimethylamino)propyl]-4-[2-(4-fluorophenyl)-4-oxo-1,3-thiazolidin-3-yl]-3-methylbenzamide